N1(C=NC=C1)C1=NC(=CC(=C1)N)C(F)(F)F 2-(1H-imidazol-1-yl)-6-(trifluoromethyl)pyridin-4-amine